C(C(=C)C)(=O)OCCC[Si](OC)(OC)OC 3-methacryloxy-propyl-trimethoxysilane